8-chloro-5H-pyrido[3,2-b]indole ClC1=CC=2C3=C(NC2C=C1)C=CC=N3